N1C=CC=2CC(CCC12)N 4,5,6,7-tetrahydro-1H-indol-5-amine